(4-(pyridin-4-yl)naphthalen-1-yl)boronic acid N1=CC=C(C=C1)C1=CC=C(C2=CC=CC=C12)B(O)O